NC=1SC=C(N1)C=1N=NN(C1)[C@@H]1[C@H]([C@@H](SC2=C(C=CC(=C2)Br)C#N)O[C@@H]([C@@H]1O)CO)OC 5-bromo-2-cyanophenyl 3-[4-(2-aminothiazol-4-yl)-1H-1,2,3-triazol-1-yl]-3-deoxy-2-O-methyl-1-thio-alpha-D-galactopyranoside